N[C@@H]1[C@@H](COCC1)O (3S,4S)-4-aminotetrahydro-2H-pyran-3-ol